4-bromo-N-(2-hydroxyethyl)-N-methylbenzamide BrC1=CC=C(C(=O)N(C)CCO)C=C1